N-(2-Acetyl-3,5-Difluorophenyl)-2-Chloro-5-Cyanobenzamide C(C)(=O)C1=C(C=C(C=C1F)F)NC(C1=C(C=CC(=C1)C#N)Cl)=O